S1C(=NC2=C1C=CC=C2)CN2CCN(CC2)C2=C(C(=O)OC)C=CC(=C2)OC2CC2 methyl 2-(4-(benzo[d]thiazol-2-ylmethyl) piperazin-1-yl)-4-cyclopropoxybenzoate